FC=1C(=C(C=C(C1)CC(C)C)N1CCN(CC1)CC1=NC2=CC=CC=C2C(N1)=O)C=1N=NNN1 2-[[4-[3-fluoro-5-isobutyl-2-(2H-tetrazol-5-yl)phenyl]piperazin-1-yl]-methyl]-3H-quinazolin-4-one